sulfurous dichloride S(=O)(Cl)Cl